2-tertiary butyl-9,10-di-2-naphthyl-anthracene C(C)(C)(C)C1=CC2=C(C3=CC=CC=C3C(=C2C=C1)C1=CC2=CC=CC=C2C=C1)C1=CC2=CC=CC=C2C=C1